N-((6-fluoro-1-(triisopropylsilyl)-1H-indol-5-yl)methyl)-2-methylpropane-2-sulfinamide FC1=C(C=C2C=CN(C2=C1)[Si](C(C)C)(C(C)C)C(C)C)CNS(=O)C(C)(C)C